7-(1-cyclopentyl-1H-pyrazol-4-yl)-1,2-dimethyl-1H-indole-3-carboxylic acid C1(CCCC1)N1N=CC(=C1)C=1C=CC=C2C(=C(N(C12)C)C)C(=O)O